N-((cis)-3-(5-chloro-2-cyanophenyl)cyclobutyl)-1-((R or S)-1-(5-fluoro-4-methyl-6-((1R,5S)-2-oxo-3-azabicyclo[3.1.0]hexan-3-yl)pyridin-3-yl)ethyl)-1H-1,2,3-triazole-4-carboxamide ClC=1C=CC(=C(C1)[C@H]1C[C@H](C1)NC(=O)C=1N=NN(C1)[C@H](C)C=1C=NC(=C(C1C)F)N1C([C@@H]2C[C@@H]2C1)=O)C#N |o1:19|